C(#N)C=1C=C2CN(CC2=CC1)CC=1C(=C(C=CC1)S(=O)(=O)N(C)C)OCC1CCN(CC1)S(=O)(=O)C ((5-cyanoisoindolin-2-yl)methyl)-N,N-dimethyl-2-((1-(methylsulfonyl)piperidin-4-yl)methoxy)benzenesulfonamide